O=C1CC2(CC1)CCN(CC2)C=2C=C1C=NNC(C1=CC2)=O 6-(2-oxo-8-azaspiro[4.5]decan-8-yl)phthalazin-1(2H)-one